ClC1=CC(=C(C=C1)C(COC1=C(C=CC=C1Br)Br)=O)F 1-(4-chloro-2-fluorophenyl)-2-(2,6-dibromophenoxy)ethanone